2,4-dimethyl-1,3-phenylenediisocyanate CC1=C(C=CC(=C1N=C=O)C)N=C=O